FC1=C2CCNC(C2=CC(=C1NC)[N+](=O)[O-])=O 5-fluoro-6-(methylamino)-7-nitro-3,4-dihydroisoquinolin-1(2H)-one